(R*)-6-(Cyclopropanecarboxamido)-4-((7-methoxy-1-(1,1,1-trifluoropropan-2-yl)-1H-pyrazolo[4,3-c]pyridin-6-yl)amino)-N-(methyl-d3)nicotinamide C1(CC1)C(=O)NC1=NC=C(C(=O)NC([2H])([2H])[2H])C(=C1)NC1=C(C2=C(C=N1)C=NN2[C@@H](C(F)(F)F)C)OC |o1:29|